ClC=1C(=NC=C(N1)NC1=NNC(=C1)C(C)C)C#N 3-chloro-5-((5-isopropyl-1H-pyrazol-3-yl)amino)pyrazine-2-carbonitrile